C(C1=CC=CC=C1)OCCCOCC[C@H](OC=1C=C2C(=CN1)NN=C2I)C 5-[(1R)-3-(3-benzyloxypropoxy)-1-methyl-propoxy]-3-iodo-1H-pyrazolo[3,4-c]pyridine